perfluorophenyl 7-(1-cyanocyclobutyl)-2-methoxyquinoline-3-carboxylate C(#N)C1(CCC1)C1=CC=C2C=C(C(=NC2=C1)OC)C(=O)OC1=C(C(=C(C(=C1F)F)F)F)F